methyl 4-(((1-(tert-butyl)-4-(3-(trifluoromethyl)phenoxy)-1H-pyrazole-5-carboxamido)oxy)methyl)benzoate C(C)(C)(C)N1N=CC(=C1C(=O)NOCC1=CC=C(C(=O)OC)C=C1)OC1=CC(=CC=C1)C(F)(F)F